C(C)(=O)OCOC=1C(=NC=CC1OC)C(=O)N[C@@H](C)C(=O)O[C@@H](C)[C@@H](C(C)C)C1=C(C=C(C=C1)F)OC (2S,3S)-3-(4-fluoro-2-methoxylphenyl)-4-methylpentan-2-yl N-{[3-(acetoxymethoxy)-4-methoxypyridin-2-yl]carbonyl}-L-alaninate